C1(CCCCCC1)NCC=1C=C(C=CC1)C1=CC=C(C=C1)C=1C=CC2=C(NC(=N2)C)C1 6-(3'-((Cycloheptylamino)methyl)-[1,1'-biphenyl]-4-yl)-2-methyl-1H-benzo[d]imidazol